N1=CC=CC=C1C(=O)OC(C)(C)C Tert-butyl pyridine-6-carboxylate